(S)-N-{(S)-1-[2-(Benzo[d]isoxazol-3-yl)phenyl]-2-(6-morpholinopyridine-2-yl)ethyl}propane-2-sulfinamide O1N=C(C2=C1C=CC=C2)C2=C(C=CC=C2)[C@H](CC2=NC(=CC=C2)N2CCOCC2)N[S@@](=O)C(C)C